ClC=1C=C(C=CC1C)N(C=1C=C(C=C(C1)C1=CC=CC=C1)C1=CC=CC=C1)C1=CC=C(C=C1)C1=NC=CC=C1 N-(3-chloro-4-methylphenyl)-N-(4-(pyridin-2-yl)phenyl)-[1,1':3',1''-terphenyl]-5'-amine